(S)-1-(2-(benzyloxy)propyl)-5-(tert-butyl)-3-isothiocyanato-1H-pyrazole C(C1=CC=CC=C1)O[C@H](CN1N=C(C=C1C(C)(C)C)N=C=S)C